fluoro-methanesulfonamide FCS(=O)(=O)N